2-Methyl-2-(p-tolyl)propionic acid methyl ester COC(C(C)(C1=CC=C(C=C1)C)C)=O